CN1C(N(C2=CC=3CN(CC3C=C21)C(C)=O)C(C)=O)=O 1,1'-(3-methyl-2-oxo-2,3,5,7-tetrahydroimidazo[4,5-f]isoindole-1,6-diyl)bis(ethan-1-one)